BrC=1C=C2C(NC(=NC2=CC1)NCC(OC)OC)=O 6-bromo-2-(2,2-dimethoxy-ethylamino)-3H-quinazolin-4-one